COC=1C=CC(=NC1)COC1=CC=C2CCN(CC2=C1)S(=O)(=O)C=1C=NC(=CC1)OC 7-[(5-Methoxypyridin-2-yl)methoxy]-2-[(6-methoxypyridin-3-yl)sulfonyl]-1,2,3,4-tetrahydroisoquinoline